ClC=1N=C2C(=C(C(N(C2=CC1)C)=O)C#N)N1CCC(CC1)OC1=CC=CC=C1 6-Chloro-1-methyl-2-oxo-4-(4-phenoxypiperidin-1-yl)-1,2-dihydro-1,5-naphthyridin-3-carbonitril